benzyl (S)-(4-amino-4-(5-phenyl-1H-imidazol-2-yl)butyl)carbamate N[C@@H](CCCNC(OCC1=CC=CC=C1)=O)C=1NC(=CN1)C1=CC=CC=C1